tert-butyl 4-(5-hydroxy-6-((1-methyl-2-oxo-1,2-dihydropyridin-3-yl)carbamoyl)benzo[d]thiazol-2-yl)piperazine-1-carboxylate OC=1C(=CC2=C(N=C(S2)N2CCN(CC2)C(=O)OC(C)(C)C)C1)C(NC=1C(N(C=CC1)C)=O)=O